(2-chloro-4-methoxy-phenyl)-boronic acid ClC1=C(C=CC(=C1)OC)B(O)O